C(C)N(C(=O)[C@H]1CN(C)[C@@H]2CC3=CN(C4=CC=CC(C2=C1)=C34)C(=O)C3(C(CC3)C)C)CC 1-(1,2-di-methylcyclobutane-1-carbonyl)-lysergic acid diethylamide